C1(=C(C=CC=C1)C=1C(=C2C=C3C(=CC=C4C=5C=CC=CC5N=C34)C2=CC1)C1=NN=NC(=C1C1=C(C=CC=C1)C1=CC=CC=C1)C1=CC=CC=C1)C1=CC=CC=C1 (biphenylyl)[phenyl-(biphenylyl)triazineyl]indenocarbazole